N-(Tetrahydropyran-4-yl)-3-(4-(1-methyl-1H-pyrazol-4-yl)-benzyl)-8-fluoroindolizine-1-carboxamide O1CCC(CC1)NC(=O)C=1C=C(N2C=CC=C(C12)F)CC1=CC=C(C=C1)C=1C=NN(C1)C